1-(5-((1-(((1s,3s)-3-methoxycyclobutyl)methyl)piperidin-4-yl)methyl)pyrazolo[1,5-a]pyridin-3-yl)dihydropyrimidine-2,4(1H,3H)-dione COC1CC(C1)CN1CCC(CC1)CC1=CC=2N(C=C1)N=CC2N2C(NC(CC2)=O)=O